para-phenylterephthalamide C1(=CC=CC=C1)C1(CC=C(C(=O)N)C=C1)C(=O)N